tert-butyl (R)-3-((6-bromopyridazin-3-yl)oxy)-2-hydroxypropanoate BrC1=CC=C(N=N1)OC[C@H](C(=O)OC(C)(C)C)O